BrC1=CN(C2=CC=C(C=C12)Cl)C(=O)OC(C)(C)C tert-butyl 3-bromo-5-chloro-1H-indole-1-carboxylate